Bromobutylnorbornen BrCCCCC12C=CC(CC1)C2